8-((diethylamino)methyl)-3,9-dihydroxybenzo[5,6]oxazepin C(C)N(CC)CC1=C(C2=C(C=CC(=NO2)O)C=C1)O